fluoropara-xylylenediamine FNCC1=CC=C(C=C1)CN